COC(=O)CS(=O)(=O)N Methoxycarbonylmethyl-Sulfonamide